3-(3-methyl-4-(1-((octahydrocyclopenta[c]pyrrol-5-yl)methyl)-1H-pyrazol-4-yl)-1H-Indazol-1-yl)piperidine-2,6-dione CC1=NN(C2=CC=CC(=C12)C=1C=NN(C1)CC1CC2C(CNC2)C1)C1C(NC(CC1)=O)=O